4-(1-{[1-(methylsulfonyl)piperidin-4-yl]methyl}-1H-pyrazol-4-yl)-1H-pyrrolo[2,3-b]pyridine CS(=O)(=O)N1CCC(CC1)CN1N=CC(=C1)C1=C2C(=NC=C1)NC=C2